FC(C(=O)O)(F)F.NC12CC(C1)(C2)C(C)(C)O 2-(3-Aminobicyclo[1.1.1]pentan-1-yl)propan-2-ol, Trifluoroacetate Salt